(1R,5S,6r)-3-(5-((2,6-dichlorobenzyl)oxy)-2,3-dihydro-1H-inden-1-yl)-3-azabicyclo[3.1.0]hexane-6-carboxylic acid ClC1=C(COC=2C=C3CCC(C3=CC2)N2C[C@H]3C([C@H]3C2)C(=O)O)C(=CC=C1)Cl